2-amino-6,7-dihydrothiazolo[5,4-c]pyridine-5(4H)-carboxylic acid tert-butyl ester C(C)(C)(C)OC(=O)N1CC2=C(CC1)N=C(S2)N